N1(CCN(CC1)CCCN)CCCN 3,3'-(piperazine-1,4-diyl)bis(propan-1-amine)